1,1,1,3,3,3-hexafluoro-propan-2-yl (±)-1-(benzylcarbamoyl)-6-azaspiro[2.5]octane-6-carboxylate C(C1=CC=CC=C1)NC(=O)[C@@H]1CC12CCN(CC2)C(=O)OC(C(F)(F)F)C(F)(F)F |r|